3-(4-amino-7-(4-methyl-oxazol-5-yl)-2-((6-methylpyridin-2-yl)methyl)-2H-[1,2,3]triazolo[4,5-c]pyridin-6-yl)benzonitrile NC1=NC(=C(C=2C1=NN(N2)CC2=NC(=CC=C2)C)C2=C(N=CO2)C)C=2C=C(C#N)C=CC2